NC1=NC=CC(=C1Cl)SC=1C=2N(C(=CC1C)N1CCC3(CC1)[C@@H](C1=CC=CC=C1C3)N)N=CN2 (S)-1'-(8-((2-amino-3-chloropyridin-4-yl)thio)-7-methyl-[1,2,4]triazolo[1,5-a]pyridin-5-yl)-1,3-dihydrospiro[inden-2,4'-piperidin]-1-amine